Cl.CC1CC(NC2=CC=CC=C12)=O 4-methyl-3,4-dihydro-1H-quinolin-2-one hydrochloride